7-[(3R,4R)-3,4-dihydroxypyrrolidin-1-yl]-6-fluoro-N-(2-methylbut-2-yl)-4-oxo-1-(2,4,6-trifluorophenyl)-1,4-dihydro-1,8-naphthyridine-3-carboxamide O[C@@H]1CN(C[C@H]1O)C1=C(C=C2C(C(=CN(C2=N1)C1=C(C=C(C=C1F)F)F)C(=O)NC(C)(CC)C)=O)F